CN1C(NC[C@@H]1C(=O)NC1=CC(=CC=2OCOC21)OC2=NC=C(C=C2)C(F)(F)F)=O (R)-3-Methyl-2-oxo-N-(6-((5-(trifluoromethyl)pyridin-2-yl)oxy)benzo-[d][1,3]dioxol-4-yl)imidazolidine-4-carboxamide